N1=CN=CC(=C1)C=1C=C(C=CC1)N1CCNCC1 4-(3-(pyrimidin-5-yl)phenyl)piperazine